C(CC(C)C)SC=1N=C(C2=C(N1)NC=C2)N 2-(isopentylthio)-7H-pyrrolo[2,3-d]pyrimidin-4-amine